3-amino-N-(thiophen-2-ylmethyl)benzamide NC=1C=C(C(=O)NCC=2SC=CC2)C=CC1